C(N)(=O)C=1C(=NC=CC1)OC1CC2(CC(C2)N2C(NC(C2=O)CC2CC3CCC(C2)N3C(=O)OCC3=CC=CC=C3)=O)C1 benzyl 3-((1-((αR)-6-((3-carbamoylpyridin-2-yl)oxy)spiro[3.3]heptan-2-yl)-2,5-dioxoimidazolidin-4-yl)methyl)-8-azabicyclo[3.2.1]octane-8-carboxylate